C(C)(=O)N1CCC(CC1)C(=O)NC1=CC=C(C=C1)CNC1=NC(=NC=2N1N=CC2C(C)C)N[C@@H](CO)CC (R)-1-Acetyl-N-(4-(((2-((1-hydroxybutan-2-yl)amino)-8-isopropylpyrazolo[1,5-a][1,3,5]triazin-4-yl)amino)methyl)phenyl)piperidine-4-carboxamide